NCC1=NNC(C2=CC=C(C=C12)C=1C=NN(C1C=1OC2=C(N1)C=CC=C2)C)=O 4-(aminomethyl)-6-(5-(benzo[d]oxazol-2-yl)-1-methyl-1H-pyrazol-4-yl)phthalazin-1(2H)-one